ClC1=CC(=C2C(=NC(N(C2=C1)C1=CC=CC=C1)=O)NC)F 7-Chloro-5-fluoro-4-(methylamino)-1-phenylquinazolin-2(1H)-one